C(CC#C)N(S(=O)(=O)C1=CC=C(C=C1)OCC)C1=C(C=C(C(=C1)OC)Cl)OC N-(but-3-yn-1-yl)-N-(4-chloro-2,5-dimethoxyphenyl)-4-ethoxybenzenesulfonamide